[Br-].[Br-].C1=CC=C[N+]2=C1C1=[N+](CC2)C=CC=C1 6,7-dihydrodipyrido[1,2-a:2',1'-c]pyrazine-5,8-diium dibromide